1,5-dimethyl-1H-pyrazol-4-amine CN1N=CC(=C1C)N